5-tert-butyl-1H-pyrazole-3-carbaldehyde C(C)(C)(C)C1=CC(=NN1)C=O